FC(C=1N=CC=2N(C1)C(=CN2)C2=NC=CC(=N2)N2CC(CC2)C2=NC=CC=C2)F 6-(Difluoromethyl)-3-(4-(3-(pyridin-2-yl)pyrrolidin-1-yl)pyrimidin-2-yl)imidazo[1,2-a]pyrazine